(S)-1-((S)-2,4-dimethylpiperazine-1-yl)propane C[C@@H]1N(CCN(C1)C)CCC